tert-Butyl 2-(4-((5-bromopyridin-2-yl)oxy)piperidin-1-yl)acetate BrC=1C=CC(=NC1)OC1CCN(CC1)CC(=O)OC(C)(C)C